NCC1=NNC(C2=CC=C(C=C12)C=1C=NC(=NC1)C(F)(F)F)=O 4-(aminomethyl)-6-(2-(trifluoromethyl)pyrimidin-5-yl)phthalazin-1(2H)-one